C1(=CCCC1)OC(COC(C(=C)C)=O)OC1=CCCC1 Dicyclopentenyloxyethylmethacrylat